C1(CC1)C=1N=CC=2N(C1CO)C=NC2 (6-cyclopropyl-imidazo[1,5-a]pyrazin-5-yl)-methanol